(7-((4-(methylamino)-5-(trifluoromethyl)-7H-pyrrolo[2,3-d]pyrimidin-2-yl)amino)-2,3-di-hydrobenzofuran-4-yl)(4-morpholinopiperidin-1-yl)methanone CNC=1C2=C(N=C(N1)NC1=CC=C(C=3CCOC31)C(=O)N3CCC(CC3)N3CCOCC3)NC=C2C(F)(F)F